N-(2-(3-hydroxy-3-methylbutyl)-6-(thiophene-3-yl)-2H-indazol-5-yl)-3-nitrobenzamide OC(CCN1N=C2C=C(C(=CC2=C1)NC(C1=CC(=CC=C1)[N+](=O)[O-])=O)C1=CSC=C1)(C)C